FC1=CC=C(C=N1)C=1C=2N(C=C(C1)OCCOCC#C)N=CC2C#N 4-(6-fluoropyridin-3-yl)-6-(2-(prop-2-yn-1-yloxy)ethoxy)pyrazolo[1,5-a]pyridine-3-carbonitrile